Cl.Cl.O1CC[C@H](C2=CC=CC=C12)NC[C@@H]1C(C[C@@H]2OCC[C@@H](C(N21)=O)NC([C@H](C)NC)=O)(C)C (S)-N-((4S,7S,9aS)-7-((((R)-chroman-4-yl)amino)methyl)-8,8-dimethyl-5-oxooctahydropyrrolo[2,1-b][1,3]oxazepin-4-yl)-2-(methylamino)propanamide dihydrochloride